ClC1=C2C3=C(N=CN=C3C(=C1C1=C(C=CC=3NC=NC31)C)F)N3[C@H](CO2)CN([C@@H](C3)C)C(=O)OC(C)(C)C tert-butyl (8aS,11R)-6-chloro-4-fluoro-11-methyl-5-(5-methyl-1H-benzimidazol-4-yl)-8a,9,11,12-tetrahydropyrazino[2',1':3,4][1,4]oxazepino[5,6,7-de]quinazoline-10(8H)-carboxylate